COC12OC3=CC(=CC(=C3C(C(CC1)=C(C)C)C2)O)C(C)(CCCCCCC)C 9-Methoxy-5-(2-methylnonan-2-yl)-12-propan-2-ylidene-8-oxatricyclo[7.3.1.02,7]trideca-2,4,6-trien-3-ol